The molecule is a D-alpha-amino acid zwitterion that is D-valine in which a proton has been transferred from the carboxy group to the amino group. It is the major species at pH 7.3. It is a tautomer of a D-valine. CC(C)[C@H](C(=O)[O-])[NH3+]